NC1=CC2=C(CNS2(=O)=O)C=C1 6-amino-2,3-dihydrobenzisothiazole 1,1-dioxide